ClC1=NC=C(C(=N1)NC1=NC=C(C=C1)OC)CNC1=C(SC=C1CF)Cl 2-chloro-5-((2-chloro-4-(fluoromethyl)thiophen-3-ylamino)methyl)-N-(5-methoxypyridin-2-yl)pyrimidin-4-amine